ClC=1C=C2C=C(NC2=CC1)CNC(N(C)[C@H]1CN(CCC1)C(=O)C1CCCC1)=O (R)-3-((5-chloro-1H-indol-2-yl)methyl)-1-(1-(cyclopentanecarbonyl)piperidin-3-yl)-1-methylurea